tert-Butyl-[4-bromo-5-(3,4-difluorophenyl)-1-(2-fluorophenyl)-1H-pyrazol-3-yl]carbamat C(C)(C)(C)OC(NC1=NN(C(=C1Br)C1=CC(=C(C=C1)F)F)C1=C(C=CC=C1)F)=O